ClCC1=C(CC2=NC(=CC=N2)C)C(=CC=C1)CCl (2,6-dichloromethylbenzyl)-6-methylpyrimidine